C(C)S(=O)(=O)C=1C(=NC(=CC1)SC)C1=NC2=C(C=NC(=C2)C(F)(F)F)N1C 2-[3-(Ethylsulfonyl)-6-(methylsulfanyl)pyridin-2-yl]-3-methyl-6-(trifluoromethyl)-3H-imidazo[4,5-c]pyridin